propynyl acrylate (propylacrylate) C(CC)C(C(=O)O)=C.C(C=C)(=O)OC#CC